NC1=C2CCCC2=CC=C1C1=CC(=NC=C1)OC1CC(CC1)CN1N=C(C=C1)S(=O)(=O)N 1-((3-((4-(4-amino-2,3-dihydro-1H-inden-5-yl)pyridin-2-yl)oxy)-cyclopentyl)methyl)-1H-pyrazole-3-sulfonamide